5-[(2R,4S)-4-(4-bromo-6-methoxy-7-methyl-pteridin-2-yl)tetrahydropyran-2-yl]-1-methyl-pyridin-2-one BrC1=NC(=NC2=NC(=C(N=C12)OC)C)[C@@H]1C[C@@H](OCC1)C=1C=CC(N(C1)C)=O